FC(C(=O)O)(F)F.FC(C(=O)O)(F)F.CC1(OB(OC1(C)C)C=1CCNCC1)C 4-(4,4,5,5-tetramethyl-1,3,2-dioxaborolan-2-yl)-1,2,3,6-tetrahydropyridine-di-trifluoroacetic acid salt